C12(CCCC2C1)N bicyclo[3.1.0]hexan-1-amine